[Na+].C(CC)S(=O)(=S)[O-] thiopropanesulfonate sodium